C1(CC1)C1=C(C=C(C=C1OC)\C=C\C1=CSC=C1)O (E)-2-cyclopropyl-3-methoxy-5-(2-(thiophen-3-yl)ethenyl)phenol